ClC1=CC(=C(C(=O)OC)C=C1F)NC1=C(C=C(C=C1)F)C(C)NCCC1=NC(=CC=C1[N+](=O)[O-])OC methyl 4-chloro-5-fluoro-2-((4-fluoro-2-(1-((2-(6-methoxy-3-nitropyridin-2-yl)ethyl)-amino)ethyl)phenyl)amino)benzoate